(S)-3-(4-amino-5-(trifluoromethyl)pyrrolo[2,1-f][1,2,4]triazin-7-yl)-6-(pyrrolidin-3-yl)-7,8-dihydro-1,6-naphthyridin-5(6H)-one NC1=NC=NN2C1=C(C=C2C=2C=NC=1CCN(C(C1C2)=O)[C@@H]2CNCC2)C(F)(F)F